C1(CC1)C(=O)N[C@@H](C1=C(C=CC=C1)NC(=O)C1CNC1)C1=CC=C(C=C1)C(C)C (R)-N-(2-(cyclopropanecarboxamido(4-isopropylphenyl)methyl)phenyl)azetidine-3-carboxamide